5-Amino-N-(3-cyano-4-fluoro-1H-indol-7-yl)-1-methyl-pyrazol-4-sulfonamid NC1=C(C=NN1C)S(=O)(=O)NC=1C=CC(=C2C(=CNC12)C#N)F